CN1CCN(CC1)C1=CC=C(C=N1)NC1=NC2=C(C=CC=C2C=N1)[C@@H]1CN(CCC1)C(C=C)=O (R)-1-(3-(2-((6-(4-methylpiperazin-1-yl)pyridin-3-yl)amino)quinazolin-8-yl)piperidin-1-yl)prop-2-en-1-one